(R)-N-(1-(4-Amino-2-bromophenyl)piperidin-3-yl)-6-morpholinopyrimidin-4-amine NC1=CC(=C(C=C1)N1C[C@@H](CCC1)NC1=NC=NC(=C1)N1CCOCC1)Br